tert-butyl (3R,4S)-3-(5-(4-amino-5-(trifluoromethyl)pyrrolo[2,1-f][1,2,4]triazin-7-yl)-3-fluoro-2-methylbenzamido)-4-fluoropyrrolidine-1-carboxylate NC1=NC=NN2C1=C(C=C2C=2C=C(C(=C(C(=O)N[C@@H]1CN(C[C@@H]1F)C(=O)OC(C)(C)C)C2)C)F)C(F)(F)F